N(=C=O)C1=C2C(OC=C2)=CC2=C1OC=C2 4-isocyanatobenzo[1,2-b:4,5-b']difuran